COC(=O)C=1C=NC2=C(C=C(C=C2C1)OC)C1=CCC(CC1)(F)F 8-(4,4-difluorocyclohex-1-en-1-yl)-6-methoxyquinoline-3-carboxylic acid methyl ester